COC(=O)C1SCC(N1)C(=O)OC thiazolidine-2,4-dicarboxylic acid dimethyl ester